1-(4-nitrophenyl)-4-(piperidin-4-ylmethyl)piperazine [N+](=O)([O-])C1=CC=C(C=C1)N1CCN(CC1)CC1CCNCC1